O1CCN(CC1)CCSC[C@@H]([C@@H](CSCCN1CCOCC1)O)O (2R,3S)-1,4-bis(2-morpholinoethyl-sulfanyl)butane-2,3-diol